NCC=1N=NN(C1)C[C@H]1NC([C@H](SCC1)C1=CC=C(C=C1)OC1=CC=C(C=C1)F)=O (2R,5S)-5-[[4-(aminomethyl)triazol-1-yl]methyl]-2-[4-(4-fluorophenoxy)phenyl]-1,4-thiazepan-3-one